C(C1=CC=CC=C1)OC1=C2C(=NC(=N1)N1CC(C1)C(=O)OC)N(N=C2)C2=C(C=C(C=C2)F)F methyl 1-[4-benzyloxy-1-(2,4-difluorophenyl)pyrazolo[3,4-d]pyrimidin-6-yl]azetidine-3-carboxylate